2-(azetidin-3-yl)-5-chloropyrimidine N1CC(C1)C1=NC=C(C=N1)Cl